C(C)C(C(=O)OCC)(CCC(=O)OCC1=CC=CC=C1)C=1N=C(SC1)NC1=CC=C(C=C1)S(=O)(=O)C O5-benzyl O1-ethyl 2-ethyl-2-[2-(4-methylsulfonylanilino)thiazol-4-yl]pentanedioate